9-(4-cyano-2-nitrophenyl)-7-((thiazol-2-ylamino)methyl)-9H-carbazole-2-carboxylic acid C(#N)C1=CC(=C(C=C1)N1C2=CC(=CC=C2C=2C=CC(=CC12)C(=O)O)CNC=1SC=CN1)[N+](=O)[O-]